6-(3-Phenylpropoxy)-2-(pyridin-3-yl)-3-(thiophen-2-yl)-1H-inden-1-one C1(=CC=CC=C1)CCCOC1=CC=C2C(=C(C(C2=C1)=O)C=1C=NC=CC1)C=1SC=CC1